methyl-(prop-2-yn-1-yl)carbamic acid tert-butyl ester C(C)(C)(C)OC(N(CC#C)C)=O